C1(=CC=CC=C1)S(=O)(=O)N1CCCC2=CC(=CC=C12)[C@H]1[C@@H](C1)NC1CCNCC1 trans-N-(2-(1-(phenylsulfonyl)-1,2,3,4-tetrahydroquinolin-6-yl)cyclopropyl)piperidin-4-amine